3-[5-(trifluoromethyl)pyridin-2-yl]-1H-1,3-benzodiazole-5-carboxamide FC(C=1C=CC(=NC1)N1CNC2=C1C=C(C=C2)C(=O)N)(F)F